COC1=CC=C(C=C1)C=1C=CC2=C(C1)C1=CC(=CC=C1C=1N(C(=NC12)C1=CC=C(C=C1)C1=CC=2C(C3=CC=CC=C3C(C2C=C1)=O)=O)C1=CC=CC=C1)C1=CC=C(C=C1)OC 2-(4-(6,9-bis(4-methoxyphenyl)-1-phenyl-1H-phenanthro[9,10-d]imidazol-2-yl)phenyl)anthracene-9,10-dione